n-butyldimethyl(dimethylamino)silane C(CCC)[Si](N(C)C)(C)C